NC1=NC=CC=C1C1=NC=2C(=NC(=CC2)C2=CC=C(C=C2)C#N)N1C1=CC=C(CN2CCN(CC2)C2=NC=CC(=N2)C#N)C=C1 2-(4-(4-(2-(2-Aminopyridin-3-yl)-5-(4-cyanophenyl)-3H-imidazo[4,5-b]pyridin-3-yl)benzyl)piperazin-1-yl)pyrimidine-4-carbonitrile